2-(aminomethyl)-6,7-dihydrothiazolo[5,4-c]Pyridine-5(4H)-carboxylic acid benzyl ester C(C1=CC=CC=C1)OC(=O)N1CC2=C(CC1)N=C(S2)CN